ClC=1C=C(C=C(C1)C1=NC(=CC(=N1)C)C)[C@@H]1COCCN1C(C=C)=O (R)-1-(3-(3-chloro-5-(4,6-dimethylpyrimidin-2-yl)phenyl)morpholino)prop-2-en-1-one